L-Aspartic Acid, Potassium Salt [K+].N[C@@H](CC(=O)[O-])C(=O)[O-].[K+]